CC1=C(N2C=CC(=C2C=C1C(=O)O)C=1C=NNC1)C(C)N1CCOCC1 6-methyl-5-(1-morpholinylethyl)-1-(1H-pyrazol-4-yl)indolizine-7-carboxylic acid